3-(1-oxo-5-((2-(3-(5-(trifluoro-methyl)pyridin-3-yl)azetidin-1-yl)cyclopentyl)oxy)isoindolin-2-yl)piperidine-2,6-dione O=C1N(CC2=CC(=CC=C12)OC1C(CCC1)N1CC(C1)C=1C=NC=C(C1)C(F)(F)F)C1C(NC(CC1)=O)=O